C(C)(C)(C)C1=NC=C(C(=N1)OC1=CC=CC=C1)C(=O)NC(CC1=CC=CC=C1)C=CS(=O)(=O)C 2-(tert-butyl)-N-(4-(methylsulfonyl)-1-phenylbut-3-en-2-yl)-4-phenoxypyrimidine-5-carboxamide